(E)-4-(3-chloro-2-methylphenyl)-2,4,7-trimethyloct-2,6-dienal ClC=1C(=C(C=CC1)C(/C=C(/C=O)\C)(CC=C(C)C)C)C